(1,1-Difluoroprop-2-yn-1-yl)benzene FC(C#C)(F)C1=CC=CC=C1